C1C2(C1C=CC=C2)O o-methylenephenol